C(#N)C=1C=NN2C1C(=CC(=C2)C2=CC=C(C=C2)N2CCN(CC2)C)N2CCN(CC2)C2=CC=C(C=N2)NC(C=C)=O N-(6-(4-(3-cyano-6-(4-(4-methylpiperazin-1-yl)phenyl)pyrazolo[1,5-a]pyridin-4-yl)piperazin-1-yl)pyridin-3-yl)acrylamide